diglycerol tetralaurate C(CCCCCCCCCCC)(=O)O.C(CCCCCCCCCCC)(=O)O.C(CCCCCCCCCCC)(=O)O.C(CCCCCCCCCCC)(=O)O.OCC(O)CO.OCC(O)CO